2,6-dibenzyloxy-3-[4-[4-(dimethoxymethyl)-4-fluoro-1-piperidinyl]-phenyl]pyridine C(C1=CC=CC=C1)OC1=NC(=CC=C1C1=CC=C(C=C1)N1CCC(CC1)(F)C(OC)OC)OCC1=CC=CC=C1